(1-methyl-2,2-diphenylcyclopropyl)phosphin CC1(C(C1)(C1=CC=CC=C1)C1=CC=CC=C1)P